4-(2-hydroxyethyl)piperidin-4-ol OCCC1(CCNCC1)O